(2-chloroethyl)biphenyl-2-amine ClCCC1=C(C(=CC=C1)C1=CC=CC=C1)N